1-(6,7-dihydro-5H-benzo[6,7]cyclohepta[1,2-c]pyridazin-3-yl)-N3-((7S)-7-(di(cyclohexylmethyl)amino)-6,7,8,9-tetrahydro-5H-benzo[7]annulene-2-yl)-1H-1,2,4-triazole-3,5-diamine N1=NC(=CC2=C1C1=C(CCC2)C=CC=C1)N1N=C(N=C1N)NC=1C=CC2=C(CC[C@H](CC2)N(CC2CCCCC2)CC2CCCCC2)C1